The molecule is a pyridine alkaloid that is 2,2'-bipyridine substituted by a methoxy group at position 4 and a (Z)-(hydroxyimino)methyl group at position 6. It has been isolated from the marine-derived actinomycete Actinoalloteichus cyanogriseus. It has a role as a marine metabolite and a bacterial metabolite. It is an aromatic ether, an aldoxime, a member of bipyridines and a pyridine alkaloid. It derives from a hydride of a 2,2'-bipyridine. COC1=CC(=NC(=C1)C2=CC=CC=N2)/C=N\\O